C(C)(C)C1=C(NC2=CC=C(C=C12)C1CCNCC1)C1=C(C(=NC=C1)C#N)C(F)(F)F 4-(3-isopropyl-5-(piperidin-4-yl)-1H-indol-2-yl)-3-(trifluoromethyl)cyanopyridine